C(#N)C/C(/C(CI)(C)C)=N\OCC(=O)NC1=CC(=CC(=C1)C)C (E)-2-(((1-cyano-4-iodo-3,3-dimethylbut-2-ylidene)amino)oxy)-N-(3,5-dimethylphenyl)acetamide